N-(28-hydroxy-octacosanoyl)-4R-hydroxysphinganine OCCCCCCCCCCCCCCCCCCCCCCCCCCCC(=O)N[C@H](CO)[C@H](O)C(CCCCCCCCCCCCCC)O